tert-butyl 5-(6-amino-5-nitropyridin-2-yl)-octahydropyrrolo[3,4-c]pyrrole-2-carboxylate NC1=C(C=CC(=N1)N1CC2C(C1)CN(C2)C(=O)OC(C)(C)C)[N+](=O)[O-]